C(=C)[Si](OCC)(OCC)OCC vinyl-(triethoxy)silane